S1C(=NN=C1)C1=CN=CC(=N1)N1CC(CCC1)C=1SC(=NN1)C1=C(C=CC=C1)OC(F)(F)F 2-(1-(6-(1,3,4-thiadiazol-2-yl)pyrazin-2-yl)piperidin-3-yl)-5-(2-(trifluoromethoxy)phenyl)-1,3,4-thiadiazole